isopropyl-magnesium chloride C(C)(C)[Mg]Cl